(S)-1'-(3-(1-(3-(difluoromethoxy)phenyl)vinyl)-1H-pyrazolo[3,4-b]pyrazin-6-yl)-1,3-dihydro-spiro[inden-2,4'-piperidin]-1-amine FC(OC=1C=C(C=CC1)C(=C)C1=NNC2=NC(=CN=C21)N2CCC1(CC2)[C@@H](C2=CC=CC=C2C1)N)F